(1aR,5aR)-2-(2,4-Difluoro-phenyl)-1a,2,5,5a-tetrahydro-1H-2,3-diaza-cyclopropa[a]pentalene-4-carboxylic acid (2-hydroxy-pyridin-3-yl)-amide OC1=NC=CC=C1NC(=O)C=1C=2C[C@@H]3[C@H](C2N(N1)C1=C(C=C(C=C1)F)F)C3